ClC1=C(C=CC=C1)[C@H]1CC[C@H](N1C(C1=CC(=CC(=C1)OCCC1=CC=CC=C1)OC)=O)C(=O)O (2S,5R)-5-(2-chlorophenyl)-1-(3-methoxy-5-phenethyloxybenzoyl)pyrrolidine-2-carboxylic acid